titanium sulfide hydrochloride Cl.[S-2].[Ti+4].[S-2]